1-tert-butoxycarbonyl-4,4-dimethyl-piperidine-2-carboxylic acid C(C)(C)(C)OC(=O)N1C(CC(CC1)(C)C)C(=O)O